FC(C1=C(CN2N=NC(=C2)C2=CC=C(C=C2)NC(C)=O)C=CC=C1)(F)F N-{4-[1-(2-trifluoromethylbenzyl)-1H-[1,2,3]triazol-4-yl]-phenyl}acetamide